rac-7-((3-oxo-3-(4-(5-(trifluoromethyl)pyrimidin-2-yl)piperazin-1-yl)propyl)(2,2,2-trifluoroethyl)amino)-4-(trifluoromethyl)-2,5,6,7-tetrahydro-3H-cyclopenta[c]pyridazin-3-one O=C(CCN([C@@H]1CCC=2C1=NNC(C2C(F)(F)F)=O)CC(F)(F)F)N2CCN(CC2)C2=NC=C(C=N2)C(F)(F)F |r|